1-[7-[4-[3-chloro-2-fluoro-4-[(1-fluorocyclopropyl)methoxy]anilino]pyrimido[5,4-d]pyrimidin-6-yl]-4,7-diazaspiro[2.5]octan-4-yl]prop-2-en-1-one ClC=1C(=C(NC=2C3=C(N=CN2)C=NC(=N3)N3CCN(C2(CC2)C3)C(C=C)=O)C=CC1OCC1(CC1)F)F